O=C(CCC(=O)O)O[C@H]1[C@@H]([C@@H]2CC[C@H]([C@@H]3CC[C@]4(OO[C@]32[C@H](O1)O4)C)C)C 4-oxo-4-[[(1R,4S,5R,8S,9R,10S,12R,13R)-1,5,9-trimethyl-11,14,15,16-tetraoxatetracyclo[10.3.1.04,13.08,13]hexadecan-10-yl]oxy]butanoic acid